3-(4-(tertiary butyl)phenyl)-1,4-diphenyl-imidazolidine C(C)(C)(C)C1=CC=C(C=C1)N1CN(CC1C1=CC=CC=C1)C1=CC=CC=C1